BrC(P(=O)(OCC)C(C)=O)(F)F 1-[[bromo(difluoro)methyl]-ethoxy-phosphoryl]oxoethane